CN1N=C2[C@@H](N(CCC2=C1C1=CC(=NN1C)C(F)(F)F)C(=O)C=1C=C2C=CC(=NC2=CC1C)C)C (S)-(2,7-dimethyl-3-(1-methyl-3-(trifluoromethyl)-1H-pyrazol-5-yl)-2,4,5,7-tetrahydro-6H-pyrazolo[3,4-c]Pyridin-6-yl)(2,7-dimethylquinolin-6-yl)methanone